C(C)(C)(C)OC(=O)N1CC(C1)C=1OC2=C(C=[N+](C=C2)[O-])N1 2-(1-(tert-butoxycarbonyl)-azetidin-3-yl)oxazolo[4,5-c]pyridine 5-oxide